BrC=1C(=NC=CC1)CO[C@@H]1CC[C@@H](CC1)C1=CC(=CC=C1)F 3-bromo-2-(((cis-4-(3-fluorophenyl)cyclohexyl)oxy)methyl)pyridine